6-((2R,4S)-2-(1-cyclopropyl-1H-pyrazol-4-yl)tetrahydro-2H-pyran-4-yl)-8-(2,4-difluorophenyl)-3-methyl-2-(trifluoromethyl)pyrido[3,4-d]pyrimidin-4(3H)-one C1(CC1)N1N=CC(=C1)[C@@H]1OCC[C@@H](C1)C1=CC2=C(N=C(N(C2=O)C)C(F)(F)F)C(=N1)C1=C(C=C(C=C1)F)F